C(C)(C)(C)OC(=O)N1[C@@H](CN([C@H](C1)C)C1=NC=CC2=C1C(=CN2S(=O)(=O)C2=CC=C(C)C=C2)C)C (2r,5s)-2,5-dimethyl-4-(3-methyl-1-tosyl-1H-pyrrolo[3,2-c]pyridin-4-yl)piperazine-1-carboxylic acid tert-butyl ester